(3,5-Dimethoxyphenyl)-5-(isoindolin-2-yl)-7-(1H-pyrazol-4-yl)pyrazolo[1,5-a]pyrimidine-2-carboxamide COC=1C=C(C=C(C1)OC)C=1C(=NN2C1N=C(C=C2C=2C=NNC2)N2CC1=CC=CC=C1C2)C(=O)N